NC1=NC=C(C=C1C#CCC(C(=O)OCC)(C)C)OC ethyl 5-(2-amino-5-methoxypyridin-3-yl)-2,2-dimethylpent-4-ynoate